N-fluorenylmethoxycarbonyl-O-tertiary butyl-L-tyrosine C1(=CC=CC=2C3=CC=CC=C3CC12)COC(=O)N[C@@H](CC1=CC=C(C=C1)OC(C)(C)C)C(=O)O